(5-methyl-2-propoxypyridin-3-yl)boronic acid CC=1C=C(C(=NC1)OCCC)B(O)O